COC(=O)C=1C(=NOC1C1CC1)C1=C(C=CC=C1Cl)Cl 5-cyclopropyl-3-(2,6-dichlorophenyl)isoxazole-4-carboxylic acid methyl ester